ClC1=CC2=C(N=N1)N(C=C2I)C2CC(C2)(C)OCC2=CC=C(C=C2)OC 3-Chloro-5-iodo-7-{(1s,3s)-3-[(4-methoxybenzyl)oxy]-3-methylcyclobutyl}-7H-pyrrolo[2,3-c]pyridazine